9,10-Dihydroxystearic acid OC(CCCCCCCC(=O)O)C(CCCCCCCC)O